NC1=NC=CC=C1C1=NC=2C(=NC(=CC2)N2N=CC=C2)N1C=1C=C2CC[C@@H](C2=CC1)N1C=NC2=C(C1=O)C=C(N=C2)C (S)-3-(5-(2-(2-aminopyridin-3-yl)-5-(1H-pyrazol-1-yl)-3H-imidazo[4,5-b]pyridin-3-yl)-2,3-dihydro-1H-inden-1-yl)-6-methylpyrido[3,4-d]pyrimidin-4(3H)-one